C(C)(C)N1C(=NN=C1)C1=CC=CC(=N1)N1C(N(CC1)C1=CC=C(C=C1)S(=O)(=O)NC)=O 4-(3-(6-(4-isopropyl-4H-1,2,4-triazol-3-yl)pyridin-2-yl)-2-oxoimidazolidin-1-yl)-N-methylbenzenesulfonamide